NCC1(CCC(CC1)C(=O)[O-])CN bis(aminomethyl)cyclohexaneAt